1-(1-(4-(2,6-bis(benzyloxy)pyridin-3-yl)-3,5-difluorophenyl)piperidin-4-yl)-1H-pyrazole-4-carbaldehyde C(C1=CC=CC=C1)OC1=NC(=CC=C1C1=C(C=C(C=C1F)N1CCC(CC1)N1N=CC(=C1)C=O)F)OCC1=CC=CC=C1